3-[Tris(hydroxymethyl)-methyl]-amino-propanesulfonic acid OCC(CCC(S(=O)(=O)O)N)(CO)CO